CN1CCN(CC1)C(COC1=CC=C2CCC3(C2=C1)CCC(CC3)C(=O)O)C 6'-[2-(4-methylpiperazin-1-yl)propoxy]-2',3'-dihydrospiro[cyclohexane-1,1'-indene]-4-carboxylic acid